6-bromo-2,4-dichloro-3-nitroquinoline BrC=1C=C2C(=C(C(=NC2=CC1)Cl)[N+](=O)[O-])Cl